P(=O)([O-])([O-])[O-].NC(=O)N.[Ca+2].P(=O)([O-])([O-])[O-].[Ca+2].[Ca+2] calcium urea phosphate